COC1=CC=C(C=C1)C(C(NC1=CC=C(C=C1)[Si](C)(C)C)=O)N(C(CC=1C=NC=CC1)=O)C N-(1-(4-methoxyphenyl)-2-oxo-2-((4-(trimethylsilyl)phenyl)amino)ethyl)-N-methyl-2-(pyridin-3-yl)acetamide